3-trimethylsilyl-propenol C[Si](CC=CO)(C)C